NC1=CC=C(C=C1)OCC p-aminophenetole